BrC=1C=C(C=2C=CC(=NC2C1)\C=C\C1=NC=CC(=N1)C)N(C)C (E)-7-bromo-N,N-dimethyl-2-(2-(4-methylpyrimidin-2-yl)vinyl)quinolin-5-amine